FC=1C(=NC=C(C1)N1N=C2N(C1=O)C(CC2)C2=CC=CC=C2)OC2=C(N=C(S2)C(=O)OC)C methyl 5-((3-fluoro-5-(3-oxo-5-phenyl-6,7-dihydro-3H-pyrrolo[2,1-c][1,2,4]triazol-2(5H)-yl)pyridin-2-yl)oxy)-4-methylthiazole-2-carboxylate